O=C1NC(CCC1N1C(C2=CC=CC(=C2C1=O)N[C@H](C)C1=CC(=CC=C1)F)=O)=O 2-(2,6-dioxopiperidin-3-yl)-4-(((R)-1-(3-fluorophenyl)ethyl)amino)isoindoline-1,3-dione